ClC=1C(=CC(=C(C1)N1C(C=CC2=CC(=CC=C12)S(=O)(=O)NC1=NC=CC=N1)=O)OC)[C@@H]1C[C@@H](C1)C(F)(F)F cis-(P)-1-(5-chloro-2-methoxy-4-(3-(trifluoromethyl)cyclobutyl)phenyl)-2-oxo-N-(pyrimidin-2-yl)-1,2-dihydroquinoline-6-sulfonamide